FC=1C(=C(C=CC1F)[C@H]1[C@@H](O[C@]([C@H]1C)(C(F)(F)F)C)C=1NC(=C(C(C1C(C)C)=O)C(C)C)C)OC 2-((2R,3S,4S,5R)-3-(3,4-Difluoro-2-methoxyphenyl)-4,5-dimethyl-5-(trifluoromethyl)tetrahydrofuran-2-yl)-3,5-diisopropyl-6-methylpyridin-4(1H)-one